benzyl (3R)-3-hydroxypyrrolidine-1-carboxylate O[C@H]1CN(CC1)C(=O)OCC1=CC=CC=C1